CS(=O)(=O)C1=NC=C(C=N1)C=1OC=C(N1)C(=O)NCC#C 2-(2-(Methylsulfonyl)pyrimidin-5-yl)-N-(prop-2-yn-1-yl)-oxazole-4-carboxamide